N=1C=C(N2C1C=CC=C2)C2=NC(=NC=C2)NC2=NC=CC=C2 4-(imidazo[1,2-a]pyridin-3-yl)-N-(pyridin-2-yl)pyrimidin-2-amine